CC1CN(CCN1C)C1=CC2=C(N=C(N=C2O)C)C=N1 6-(3,4-dimethylpiperazin-1-yl)-2-methylpyrido[3,4-d]pyrimidin-4-ol